(S)-tert-butyl 2-(4-nitrophenyl)morpholine-4-carboxylate [N+](=O)([O-])C1=CC=C(C=C1)[C@H]1CN(CCO1)C(=O)OC(C)(C)C